methyl 1-((2-((tert-butoxycarbonyl) amino) ethyl) sulfonyl)-1H-pyrrole-3-carboxylate C(C)(C)(C)OC(=O)NCCS(=O)(=O)N1C=C(C=C1)C(=O)OC